3-hydroxy-5-(pyridin-2-yloxy)isobenzofuran-1(3H)-one OC1OC(C2=CC=C(C=C12)OC1=NC=CC=C1)=O